6-chloro-1-cyclopropyl-N-(1-(3,4,5-trimethoxyphenyl)-1H-imidazol-4-yl)-1H-pyrazolo[3,4-d]pyrimidin-4-amine ClC1=NC(=C2C(=N1)N(N=C2)C2CC2)NC=2N=CN(C2)C2=CC(=C(C(=C2)OC)OC)OC